ClC1=CC2=C(NC=C2)S1 2-Chloro-6H-thieno[2,3-b]pyrrole